tert-butyl 2-(5-bromo-2-methylphenyl)-2-{5-[2-(3-fluoroazetidin-1-yl)ethyl]-2-oxo-4-(trifluoromethyl)pyridin-1-yl}acetate BrC=1C=CC(=C(C1)C(C(=O)OC(C)(C)C)N1C(C=C(C(=C1)CCN1CC(C1)F)C(F)(F)F)=O)C